1-(3-amino-2,2-dimethylpropanamido)-N-(6-(trifluoromethoxy)benzo[d]thiazol-2-yl)cyclobutane-1-carboxamide NCC(C(=O)NC1(CCC1)C(=O)NC=1SC2=C(N1)C=CC(=C2)OC(F)(F)F)(C)C